5-methyl-4-phenylpicolinamide CC=1C(=CC(=NC1)C(=O)N)C1=CC=CC=C1